2-(3-(difluoromethyl)bicyclo[1.1.1]pentan-1-yl)-7-methoxy-N-(6-methoxypyridin-2-yl)imidazo[1,2-a]pyridine-6-carboxamide FC(C12CC(C1)(C2)C=2N=C1N(C=C(C(=C1)OC)C(=O)NC1=NC(=CC=C1)OC)C2)F